OS(=O)(=O)C(F)(F)F.CN1CC2=C(C=CC=C2C=C1C=1SC(=CN1)C)OC 2-methyl-3-(5-methylthiazol-2-yl)-8-methoxyisoquinoline triflate